6-Chloro-4,5-dimethyl-pyridin-3-amine ClC1=C(C(=C(C=N1)N)C)C